COC1=CC=C(CSC=2C(=NC=CN2)N(C)C)C=C1 3-((4-methoxybenzyl)thio)-N,N-dimethylpyrazin-2-amine